6-(6-Cyclopropyl-1H-pyrrolo[2,3-b]pyridin-3-yl)-3,4-dihydroisoquinolin-1(2H)-one C1(CC1)C1=CC=C2C(=N1)NC=C2C=2C=C1CCNC(C1=CC2)=O